(6-chloro-2-methoxy-3-pyridyl)methanol ClC1=CC=C(C(=N1)OC)CO